NCC1=C(SC(=C1)Cl)C1=CC=C(C(=N1)C)O[C@@H]1C[C@H](CCC1)C(=O)OC methyl (1S,3S)-3-((6-(3-(aminomethyl)-5-chlorothiophen-2-yl)-2-methylpyridin-3-yl)oxy)cyclohexane-1-carboxylate